5-(4-chlorophenyl)-3-(4-fluorophenyl)piperidin-2-one ClC1=CC=C(C=C1)C1CC(C(NC1)=O)C1=CC=C(C=C1)F